CC(C(=O)N1C(CCCC1)C=1NC(=CN1)C1=CC=C(C=C1)C)(C)SC 2-methyl-2-(methylthio)-1-(2-(5-(p-tolyl)-1H-imidazol-2-yl)piperidin-1-yl)propan-1-one